2,2'-DITHIOBISBENZANILIDE C1=CC=C(C=C1)C(=O)NC2=CC=CC=C2SSC3=CC=CC=C3NC(=O)C4=CC=CC=C4